COC(=O)C12CC(C1)(C2)C2=CC(=C(C=C2)O)N.O[C@@H]([C@@H](C(=O)N)N2C(C1(C2)NCCC1)=O)C (2S,3R)-3-hydroxy-2-(1-oxo-2,5-diazaspiro[3.4]octan-2-yl)butanamide methyl-3-(3-amino-4-hydroxyphenyl)bicyclo[1.1.1]pentane-1-carboxylate